(((9H-fluoren-9-yl)methoxy)carbonyl)-N-methylglycine C1=CC=CC=2C3=CC=CC=C3C(C12)COC(=O)N(CC(=O)O)C